C1=CC(=CC(=C1)O)C2=CC(=C(C(=C2Cl)Cl)Cl)Cl The molecule is an organochlorine compound formed formally by chlorination of biphenyl-3-ol at C-2', -3', -4' and -5'. It is a tetrachlorobenzene and a member of hydroxybiphenyls. It derives from a biphenyl-3-ol.